C(C1=CC=CC=C1)OCCCC(=O)O 4-benzyloxybutanoic acid